(2S)-N-[(1S)-1-cyano-2-(3',4'-difluorobiphenyl-4-yl)ethyl]-1,4-oxaazepan-2-carboxamide C(#N)[C@H](CC1=CC=C(C=C1)C1=CC(=C(C=C1)F)F)NC(=O)[C@H]1OCCCNC1